ClC=1C=C(C=C(C1)Cl)C1(CC(=NO1)C1=CC(=C(C(=O)NS(=O)C2=CC(=C(C=C2)F)F)C=C1)C)C(F)(F)F 4-(5-(3,5-dichlorophenyl)-5-(trifluoromethyl)-4,5-dihydroisoxazol-3-yl)-N-((3,4-difluorophenyl)sulfinyl)-2-methylbenzamide